N1N=CC=2C1=NC=C(C2)N2CCC(CC2)N(C(=O)NC2=NN(C(=C2)C(F)(F)F)[C@H]2COCC2)C (R)-1-(1-(1H-pyrazolo[3,4-b]pyridin-5-yl)piperidin-4-yl)-1-methyl-3-(1-(tetrahydrofuran-3-yl)-5-(trifluoromethyl)-1H-pyrazol-3-yl)urea